1-(7,7-dimethylbicyclo[4.1.0]hept-3-en-3-yl)pent-4-en-1-ol CC1(C2CC=C(CC12)C(CCC=C)O)C